N-[5-cyclopropyl-4-[3-(4-methylpiperazin-1-yl)phenoxy]-6-(o-tolyl)pyrimidin-2-yl]-1-methyl-pyrazole-4-sulfonamide C1(CC1)C=1C(=NC(=NC1C1=C(C=CC=C1)C)NS(=O)(=O)C=1C=NN(C1)C)OC1=CC(=CC=C1)N1CCN(CC1)C